FC1CC(C1)(C#N)C1=CC=C(C=C1)OC(F)(F)F z-3-fluoro-1-[4-(trifluoromethoxy)phenyl]cyclobutanecarbonitrile